(thiophen-2-yl)pyrimidin S1C(=CC=C1)C1=NC=CC=N1